C(C1=CC(OC)=C(O)C=C1)(=O)O.C(C1=CC(OC)=C(O)C=C1)(=O)O.CCCCCC Hexane divanillate